5-[3-chloro-4-(2-methoxyethoxy)phenyl]-1-isobutyl-1H-pyrazole-3-carboxylic acid methyl ester COC(=O)C1=NN(C(=C1)C1=CC(=C(C=C1)OCCOC)Cl)CC(C)C